FC(C1=CC=C(N=N1)OC1CC2(CN(C2)C(=O)N2CC3(C2)NC(CC3)=O)C1)(F)F 2-[6-[6-(trifluoromethyl)pyridazin-3-yl]oxy-2-azaspiro[3.3]heptane-2-carbonyl]-2,5-diazaspiro[3.4]octan-6-one